ClC=1C(=NC(=NC1)N1N=CC2=CC=CC=C12)NC1=CC2=C(N(C(N2CCC(C)(C)O)=O)C)C=C1 5-((5-chloro-2-(1H-indazol-1-yl)pyrimidin-4-yl)amino)-3-(3-hydroxy-3-methylbutyl)-1-methyl-1,3-dihydro-2H-benzo[d]imidazol-2-one